NC=1C=2N(C3=CC(=C(C=C3N1)F)C(=O)N1CC3(CC3C1)C1=CC=C(C=C1)C(F)(F)F)C=NC2 (4-amino-7-fluoroimidazo[1,5-a]quinoxalin-8-yl)(1-(4-(trifluoromethyl)phenyl)-3-azabicyclo[3.1.0]hexan-3-yl)methanone